ClC1=C(C(=C(C=C1OC)OC)Cl)C1=CC2=C(N=C(N=C2)N[C@@H]2COCC[C@@H]2NC(C=C)=O)C(=N1)NCCN1CCOCC1 N-((3S,4S)-3-((6-(2,6-dichloro-3,5-di-methoxyphenyl)-8-((2-morpholinoeth-yl)amino)pyrido[3,4-d]pyrimidin-2-yl)amino)tetrahydro-2H-pyran-4-yl)acrylamide